N-[(4-bromo-3-nitrophenyl)methyl]-6-cyano-N-(4-fluoro-2-methanesulfonylphenyl)pyridine-3-carboxamide BrC1=C(C=C(C=C1)CN(C(=O)C=1C=NC(=CC1)C#N)C1=C(C=C(C=C1)F)S(=O)(=O)C)[N+](=O)[O-]